8-chloro-2-(6-methoxy-3-pyridinyl)-3,4-dihydroquinazoline-4-carboxylic acid ClC=1C=CC=C2C(NC(=NC12)C=1C=NC(=CC1)OC)C(=O)O